FC(C=1C=CC(=NC1)C(N1C[C@@H](N(C[C@H]1C)C=1C=2N=CN(C2N2C(N1)=NN=C2)C[C@H]2OCCC2)C)C2=NC=C(C=C2)C(F)(F)F)(F)F 4-((2S,5R)-4-(Bis(5-(trifluoromethyl)pyridin-2-yl)methyl)-2,5-dimethylpiperazin-1-yl)-1-(((S)-tetrahydrofuran-2-yl)methyl)-1H-[1,2,4]triazolo[3,4-b]purine